C(C)(=O)O.C(CCCC)N n-pentylamine Acetate